9-fluoro-2-(8-fluoro-2-methylimidazo[1,2-a]pyridin-6-yl)-7-(piperazin-1-yl)-4H-pyrido[1,2-a][1,3,5]triazin-4-one hydrochloride Cl.FC1=CC(=CN2C1=NC(=NC2=O)C=2C=C(C=1N(C2)C=C(N1)C)F)N1CCNCC1